(S)-tert-butyl 1-(4-(benzylthio)phenoxy)-3-phenylpropan-2-ylcarbamate C(C1=CC=CC=C1)SC1=CC=C(OC[C@H](CC2=CC=CC=C2)NC(OC(C)(C)C)=O)C=C1